C(C)(C)(C)[Si](OCCCSC1=CC(=CC=C1)[N+](=O)[O-])(C)C tert-butyldimethyl(3-((3-nitrophenyl)thio)propoxy)silane